CC1=C(C(=CC=C1)C)SC1=CC=CC=C1 2-((2,6-dimethylphenyl)thio)benzol